FC1=CC=C(C=C1)C1(C2CCN(CC12)C1=CN=C2C(=N1)NN=C2C=2C=C1N=CC=NC1=CC2)CN [7-(4-fluorophenyl)-3-(3-quinoxalin-6-yl-1H-pyrazolo[3,4-b]pyrazin-6-yl)-3-azabicyclo[4.1.0]heptan-7-yl]methanamine